N-[2-(4,5-diphenyloxazol-2-yl)ethyl]acetamide ethyl-2-(5-chloro-2-morpholino-6-(pyridin-4-ylamino)pyrimidin-4-yl)-4-(1-methyl-1H-pyrazol-3-yl)benzoate C(C)OC(C1=C(C=C(C=C1)C1=NN(C=C1)C)C1=NC(=NC(=C1Cl)NC1=CC=NC=C1)N1CCOCC1)=O.C1(=CC=CC=C1)C=1N=C(OC1C1=CC=CC=C1)CCNC(C)=O